COC=1C=C(C=C(C1C)OC)CCCC(N)=S 4-(3,5-dimethoxy-4-methyl-phenyl)butanethioamide